BrC1=C(N=C2N1C=C(C=C2F)[N+](=O)[O-])C 3-bromo-8-fluoro-2-methyl-6-nitroimidazo[1,2-a]pyridine